C(C1=CC=CC=C1)[C@]1(OC[C@H](O1)COC1=CC=C(C=C1)N1CCN(CC1)C1=CC=C(C=C1)N1C=NN(C1=O)C(C)CC)C1=C(C=C(C=C1)Cl)Cl 4-(4-(4-(4-(((2R,4R)-2-benzyl-2-(2,4-dichlorophenyl)-1,3-dioxolan-4-yl)methoxy)phenyl)piperazin-1-yl)phenyl)-1-sec-butyl-1H-1,2,4-triazol-5(4H)-one